tert-Butyl 2-acetamido-6-(cyclopropylmethyl)-6-(2-(isoxazol-3-yl)ethyl)-7-oxo-4,5,6,7-tetrahydrobenzo[b]thiophene-3-carboxylate C(C)(=O)NC1=C(C2=C(S1)C(C(CC2)(CCC2=NOC=C2)CC2CC2)=O)C(=O)OC(C)(C)C